[F].[Al].[Ca] calcium-aluminum-fluorine salt